1-(3-(difluoromethoxy)phenyl)-3-(2-hydroxy-2-methylpropyl)-N-(3-methyl-1,1-dioxidothietan-3-yl)-2-oxo-2,3-dihydro-1H-benzo[d]imidazole-5-carboxamide FC(OC=1C=C(C=CC1)N1C(N(C2=C1C=CC(=C2)C(=O)NC2(CS(C2)(=O)=O)C)CC(C)(C)O)=O)F